3-butyl-7-(ethylthio)-5-(4-fluorophenyl)-1,1-dioxido-2,3,4,5-tetrahydro-1,5-benzothiazepin C(CCC)C1CS(C2=C(N(C1)C1=CC=C(C=C1)F)C=C(C=C2)SCC)(=O)=O